((6-Oxoundecane-1,11-diyl)bis(sulfanediyl))bis(octane-1,2-diyl)-bis(adamantane-1-carboxylate) O=C(CCCCCSCC(CCCCCC)C1C2(CC3CC(CC1C3)C2)C(=O)[O-])CCCCCSCC(CCCCCC)C2C3(CC1CC(CC2C1)C3)C(=O)[O-]